5-[[(1R)-1-[3-(1,1-difluoro-2-hydroxy-ethyl)-2-fluoro-phenyl]ethyl]amino]-1,3,8-trimethyl-imidazo[4,5-g]phthalazin-2-one FC(CO)(F)C=1C(=C(C=CC1)[C@@H](C)NC1=NN=C(C=2C=C3C(=CC12)N(C(N3C)=O)C)C)F